NC=1C=NC(=NC1)NC1CC(C1)O (1S,3S)-3-((5-aminopyrimidin-2-yl)amino)cyclobutan-1-ol